5-Amino-N-(3-chloro-4-fluorophenyl)-3-(hexahydro-1'H-spiro[oxirane-2,2'-pentalene]-5'-yl)-1-methyl-1H-pyrazole-4-carboxamide NC1=C(C(=NN1C)C1CC2CC3(CC2C1)OC3)C(=O)NC3=CC(=C(C=C3)F)Cl